Cl.Cl.N[C@@H](CO)C=1C=NC(=CC1)Cl (2R)-2-amino-2-(6-chloropyridin-3-yl)ethan-1-ol dihydrochloride